4-(2,3-dihydro-1H-indol-4-yl)-7-methoxy-1H-1,3-benzodiazol N1CCC2=C(C=CC=C12)C1=CC=C(C=2NC=NC21)OC